9,10-difluoro-6-({[(3S)-1-(6-aminopyridin-3-yl)hexahydropyridin-3-yl][(2-methoxypyridin-4-yl)methyl]amino}methyl)-3,7-dihydro-2H-[1,4]thiazino[2,3,4-ij]quinolin-7-one FC=1C=C2C(C(=CN3C2=C(C1F)SCC3)CN(CC3=CC(=NC=C3)OC)[C@@H]3CN(CCC3)C=3C=NC(=CC3)N)=O